1H-pyrazolo[4,3-d]pyrimidin-7-amine N1N=CC=2N=CN=C(C21)N